NC=1C(=NC(=CC1)C1CCCC1)NC=1C=CC(=NC1)NC(=O)C1CCC(CC1)C(=O)OC methyl (1r,4r)-4-((5-((3-amino-6-cyclopentylpyridin-2-yl)amino)pyridin-2-yl)carbamoyl)cyclohexane-1-carboxylate